C(C)OC1=CN=CC(=N1)C1=CN=C(S1)C(=O)N1C(CNCC1)C1=NC=CC(=C1)NS(=O)(=O)C1CC1 N-(2-(1-(5-(6-ethoxypyrazin-2-yl)thiazole-2-carbonyl)piperazin-2-yl)pyridin-4-yl)cyclopropanesulfonamide